(3-(5-(2-((2,2-dioxido-2-thiaspiro[3.3]heptan-6-yl)amino)pyrimidin-4-yl)-2-(2-hydroxypropan-2-yl)thiazol-4-yl)-2-fluorophenyl)-2,6-difluorobenzenesulfonamide O=S1(CC2(C1)CC(C2)NC2=NC=CC(=N2)C2=C(N=C(S2)C(C)(C)O)C=2C(=C(C=CC2)C=2C(=C(C(=CC2)F)S(=O)(=O)N)F)F)=O